3,6-bis(diethylamino)-9-[2-[[(4-ethenylphenyl)methoxy]carbonyl]phenyl]xanthylium chloride [Cl-].C(C)N(C=1C=CC2=C(C3=CC=C(C=C3[O+]=C2C1)N(CC)CC)C1=C(C=CC=C1)C(=O)OCC1=CC=C(C=C1)C=C)CC